3-(2-methyl-4-diethylaminophenyl)-3-(1-n-octyl-2-methylindole-3-yl)phthalide CC1=C(C=CC(=C1)N(CC)CC)C1(OC(=O)C2=CC=CC=C12)C1=C(N(C2=CC=CC=C12)CCCCCCCC)C